2-(3-bromo-2-nitrophenoxy)-4-fluorobenzaldehyde BrC=1C(=C(OC2=C(C=O)C=CC(=C2)F)C=CC1)[N+](=O)[O-]